CC1=C(C(=NN1)[N+](=O)[O-])[N+](=O)[O-] 5-methyl-3,4-dinitro-1H-pyrazole